ClC1=C(C=CC=C1OC)N1N=CC2=C1COCC2NC(=O)C=2N=CN(C2CC)C N-(1-(2-chloro-3-methoxyphenyl)-1,4,5,7-tetrahydropyrano[3,4-c]pyrazol-4-yl)-5-ethyl-1-methyl-1H-imidazole-4-carboxamide